4-(4-((1R,5S)-3,8-diazabicyclo[3.2.1]octan-3-yl)-8-fluoro-2-methyl-6-(trifluoromethyl)quinazolin-7-yl)-2-amino-7-fluorobenzo[b]thiophene-3-carbonitrile [C@H]12CN(C[C@H](CC1)N2)C2=NC(=NC1=C(C(=C(C=C21)C(F)(F)F)C2=CC=C(C=1SC(=C(C12)C#N)N)F)F)C